2-(6-(3-(3-acetylphenyl)ureido)-4-oxoquinazolin-3(4H)-yl)-N-(2-methoxyphenyl)acetamide C(C)(=O)C=1C=C(C=CC1)NC(NC=1C=C2C(N(C=NC2=CC1)CC(=O)NC1=C(C=CC=C1)OC)=O)=O